4-bromo-2-fluoro-benzoyl chloride BrC1=CC(=C(C(=O)Cl)C=C1)F